CN(C)CC=1C=C(C=C(C1)OCCCCCCCCCCC\C=C/C\C=C/CCCCCCCC(=O)[O-])OCCCCCCCCCCC\C=C/C\C=C/CCCCCCCC(=O)[O-] (9Z,9'Z,12Z,12'Z)-((5-((dimethylamino)methyl)-1,3-phenylene)bis(oxy))bis(hexane-6,1-diyl)bis(octadeca-9,12-dienoate)